3-(5-((5-((4'-fluoro-5,5-dimethyl-3,4,5,6-tetrahydro-[1,1'-biphenyl]-2-yl)methyl)-2,5-diazabicyclo[2.2.2]octane-2-yl)methyl)-1-oxoisoindolin-2-yl)piperidine FC1=CC=C(C=C1)C1=C(CCC(C1)(C)C)CN1C2CN(C(C1)CC2)CC=2C=C1CN(C(C1=CC2)=O)C2CNCCC2